BrC1=NN2C(NC(CC2)C)=C1 2-bromo-5-methyl-4,5,6,7-tetrahydropyrazolo-[1,5-a]pyrimidine